NC1=C(C(=O)NC2CCCCC2)C=C(C=N1)C1=CC(=CC=C1)C(=O)N1CCN(CC1)CCO 2-Amino-N-cyclohexyl-5-(3-(4-(2-hydroxyethyl)piperazine-1-carbonyl)phenyl)nicotinamide